CC1=CC=CC2=C(C3=CC=CC=C3C=C12)OC(=O)CCC(=O)O 4-methyl-9-(2-carboxyethyl)carbonyloxyanthracene